Cl.FC(C[C@H]1CNCC1)(F)F (3S)-3-(2,2,2-trifluoroethyl)pyrrolidine HCl salt